1-((6-cyano-2H-indazol-2-yl)(5-methoxy-7-methyl-1H-indol-4-yl)-methyl)cyclopropane-1-carboxylic acid C(#N)C=1C=CC2=CN(N=C2C1)C(C1(CC1)C(=O)O)C1=C2C=CNC2=C(C=C1OC)C